C1(CC1)CN(C1CN(C1)C(=O)N1C[C@H](CC1)N1N=NN=C1)CC1=C(C=C(C=C1)C(F)(F)F)F [3-[Cyclopropylmethyl-[[2-fluoro-4-(trifluoromethyl)phenyl]methyl]amino]azetidin-1-yl]-[(3S)-3-(tetrazol-1-yl)pyrrolidin-1-yl]methanone